BrC=1C=CC=2N(C3=CC=C(C=C3C2C1)Br)CCCCP(O)(O)=O [4-(3,6-dibromo-9H-carbazol-9-yl)butyl]phosphonic acid